6-[(7-nitro-2,1,3-benzoxadiazol-4-yl)amino]-1-(2,4,6-trihydroxyphenyl)hexan-1-one [N+](=O)([O-])C1=CC=C(C=2C1=NON2)NCCCCCC(=O)C2=C(C=C(C=C2O)O)O